R-2,3-dihydroxyisovaleric acid O[C@@H](C(=O)O)C(C)(C)O